Cl.Cl.Cl.N(=NC(C)(C)C(N)=N)C(C)(C)C(N)=N 2,2'-azobis(2-amidinopropane)-trihydrochloride